4-(cis-4-acryloyl-3,5-dimethylpiperazin-1-yl)-6-chloro-1-(3,5-diisopropylpyridazin-4-yl)-7-(2-fluorophenyl)pyrido[2,3-d]pyrimidin C(C=C)(=O)N1[C@@H](CN(C[C@@H]1C)C=1C2=C(N(CN1)C1=C(N=NC=C1C(C)C)C(C)C)N=C(C(=C2)Cl)C2=C(C=CC=C2)F)C